C1(CC1)C1=NC=NC(=C1C1=NC=C(C(=N1)OCC1=CC=C(C=C1)C=1N(C=C(N1)C(F)(F)F)C(C)C)OC)OC 2-(4-cyclopropyl-6-methoxy-pyrimidin-5-yl)-4-[[4-[1-isopropyl-4-(trifluoromethyl)imidazol-2-yl]phenyl]methoxy]-5-methoxy-pyrimidine